C(CCCCCCCCCCC)C=1C(C2=CC=CC=C2C(C1O)=O)=O 2-Dodecyl-3-hydroxy-1,4-naphthoquinone